COC1=CC2=C(N=C(N2)[S@@](=O)CC2=NC=C(C(=C2C)OC)C)C=C1 (S)-5-methoxy-2-[(4-methoxy-3,5-dimethylpyridin-2-yl)methylsulfinyl]-3H-benzimidazole